2,4,5-trifluoro-2-trifluoromethyl-1,3-dioxole FC1(OC(=C(O1)F)F)C(F)(F)F